ClC=1C(=NC(=NC1)N[C@@H]1C[C@@H](CCC1)C(=O)OC)C=1CN(CC1)C(=O)OC(C)(C)C cis-tert-butyl 3-(5-chloro-2-((3-(methoxycarbonyl)cyclohexyl)amino)pyrimidin-4-yl)-2,5-dihydro-1H-pyrrole-1-carboxylate